(R)-3-hydroxymyristic acid O[C@@H](CC(=O)O)CCCCCCCCCCC